C1=CC=CC=2NC3=CC=CC=C3NC12 5,10-dihydro-phenazine